C1(=CC=CC=C1)N1N=CC(=N1)C(=O)N 2-phenyl-2H-1,2,3-triazole-4-carboxamide